ClCC(OCC)C1=CC=C(C=C1)OC (2-chloro-1-ethoxyethyl)-4-methoxybenzene